5-[(3S)-3-{[2-(3,3-difluorocyclobutyl)ethyl]amino}-5-fluoro-7-hydroxy-3,4-dihydro-2H-1-benzothiopyran-6-yl]-1λ6,2,5-thiadiazolidine-1,3-dione FC1(CC(C1)CCN[C@@H]1CSC2=C(C1)C(=C(C(=C2)O)N2CC(N[SH2]2=O)=O)F)F